C(C(C(=O)[O-])CCCCCCCCCCCCCC(C)C)C(C(=O)[O-])CCCCCCCCCCCCCC(C)C methylenebisisostearate